N1=C(C=C2N1C=CC=C2)C2(CCNCC2)C(=O)OCC ethyl 4-(pyrazolo[1,5-a]pyridin-2-yl)piperidine-4-carboxylate